5-(7-(4-(trifluorometh-yl)phenoxy)-1,2,3,4-tetrahydroisoquinoline-2-carbonyl)picolinamide FC(C1=CC=C(OC2=CC=C3CCN(CC3=C2)C(=O)C=2C=CC(=NC2)C(=O)N)C=C1)(F)F